5-((4-((4-bromothiazol-2-yl)methyl)-6-fluoro-1H-indol-5-yl)oxy)-2-fluoro-benzonitrile BrC=1N=C(SC1)CC1=C2C=CNC2=CC(=C1OC=1C=CC(=C(C#N)C1)F)F